C1=NC2=C(N1[C@H]3[C@@H]([C@@H]([C@H](O3)COP(=O)(O)OP(=O)(O)O[C@@H]4[C@H]([C@H]([C@@H]([C@H](O4)CO)O)O)O)O)O)N=C(NC2=O)N The molecule is the alpha-anomer of GDP-D-mannose. It has a role as a plant metabolite, a human metabolite, an Escherichia coli metabolite and a mouse metabolite. It is a conjugate acid of a GDP-alpha-D-mannose(2-).